(phenylmethylene)(tricyclohexyl-phosphine) ruthenium [Ru].C1(=CC=CC=C1)C=C1C(CCCC1)P(C1CCCCC1)C1CCCCC1